3-(6-(piperazin-1-yl)pyridin-3-yl)-5-thioxo-4,5-dihydro-1,2,4-triazol-1-ide N1(CCNCC1)C1=CC=C(C=N1)C1=N[N-]C(N1)=S